C(C1=CC=CC=C1)OC1=C2C3=C(C(OC2=CC=C1)=O)C=C(C=C3)O (benzyloxy)8-hydroxy-6H-benzo[c]chromen-6-one